1-(2-aminothiazolo[4,5-c]pyridin-6-yl)-1-[2-(4-morpholinyl)ethyl]-3-(4-trifluoromethoxyphenyl)urea NC=1SC2=C(C=NC(=C2)N(C(=O)NC2=CC=C(C=C2)OC(F)(F)F)CCN2CCOCC2)N1